1-(2-oxobutyl)-3H-imidazo[4,5-b]pyridin-2-one O=C(CN1C(NC2=NC=CC=C21)=O)CC